IC(C=O)C iodopropanal